C(#N)CC1=CC=C(C=C1)C1=C(C(=O)N)C=CC=N1 (4-(cyanomethyl)-phenyl)nicotinamide